N-(trimethylsilyl)pyrrole C[Si](N1C=CC=C1)(C)C